FC(C1=NC=NC=C1)(F)F 4-(trifluoromethyl)pyrimidin